N1C(N)=NC=2N=CNC2C1=S thioguanine